5-isobutyl-N-pyrimidin-2-yl-thiophene-2-sulfonamide C(C(C)C)C1=CC=C(S1)S(=O)(=O)NC1=NC=CC=N1